Cl.C(C1=CC=CC=C1)OC(=O)NCCCC[C@H](N)C(=O)OCC(CC)CC 2-ethylbutyl N6-((benzyloxy)carbonyl)-L-lysinate hydrochloride